N[C@@]1(CN(CC1)C1=C(C(=NC=C1C(N[C@@H](C)C1CC1)=O)OCCC(=O)O)C1=CC(=CC(=C1)F)F)C 3-({4-[(3S)-3-amino-3-methylpyrrolidin-1-yl]-5-{[(1S)-1-cyclopropylethyl]carbamoyl}-3-(3,5-difluorophenyl)pyridin-2-yl}oxy)propanoic acid